2,2,7,7-Tetramethyloctane-3,6-dione CC(C)(C(CCC(C(C)(C)C)=O)=O)C